tert-butyl N-[3-(2-amino-6-bromo-3-fluoro-anilino)propyl]-N-methyl-carbamate NC1=C(NCCCN(C(OC(C)(C)C)=O)C)C(=CC=C1F)Br